FC1=CC=C(C=C1)C1=CC(=C(N=N1)C1CCN(CC1)C(C=C)=O)C1=NN(C=C1)C 1-(4-(6-(4-fluorophenyl)-4-(1-methyl-1H-pyrazol-3-yl)pyridazin-3-yl)piperidin-1-yl)prop-2-en-1-one